(R)-3-(6-Chloro-2-(2-hydroxy-2-methylpropionyl)-1,2,3,4-tetrahydroisoquinolin-8-yl)morpholine ClC=1C=C2CCN(CC2=C(C1)[C@H]1NCCOC1)C(C(C)(C)O)=O